CC1=CC=C(C=C1)S(=O)(=O)OCCOCCOCCCCCN1C(C(=CC=C1C#N)F)=O 2-[2-[5-(6-cyano-3-fluoro-2-oxo-1-pyridyl)pentoxy]ethoxy]ethyl 4-methylbenzenesulfonate